C(C)(C)(C)OC(=O)N[C@H]1CSC2=C(N(C1=O)CC1=CC=C(C=C1)C1=NOC(=N1)C(F)(F)F)C=C(C(=C2)F)C(=O)OC methyl (3R)-3-(tert-butoxycarbonylamino)-8-fluoro-4-oxo-5-[[4-[5-(trifluoromethyl)-1,2,4-oxadiazol-3-yl]phenyl]methyl]-2,3-dihydro-1,5-benzothiazepine-7-carboxylate